1-(3-bromopropynyl)4-ethylbenzene BrCC#CC1=CC=C(C=C1)CC